2-methoxycyclohexyl 4-(pentadecylamino)-4-oxobutanoate C(CCCCCCCCCCCCCC)NC(CCC(=O)OC1C(CCCC1)OC)=O